tert-butyl 4-(1-((6-nitropyridin-3-yl)oxy)ethyl)piperidine-1-carboxylate [N+](=O)([O-])C1=CC=C(C=N1)OC(C)C1CCN(CC1)C(=O)OC(C)(C)C